C(C)N1CCC(CC1)C=1SC2=C(N1)C=CC(=C2)C(=O)N[C@H]2[C@H](CC1=CC=CC=C21)O 2-(1-ethylpiperidin-4-yl)-N-((1R,2S)-2-hydroxy-2,3-dihydro-1H-inden-1-yl)benzo-[d]thiazole-6-carboxamide